1-({3-[3-(acetylamino)phenyl]phenyl}methyl)-3-methoxy-2-oxoquinoline-4-carboxylic acid ethyl ester C(C)OC(=O)C1=C(C(N(C2=CC=CC=C12)CC1=CC(=CC=C1)C1=CC(=CC=C1)NC(C)=O)=O)OC